ClC1=CC=C(CC2=C3N=C(C(=NC3=CC=C2)N)N)C=C1 (4-chlorobenzyl)quinoxaline-2,3-diamine